C(#N)C=1C=C(C(=NC1)OC)S(=O)(=O)NC=1C(=C(C(=CC1)F)[C@H]1CCC=2N(C1)C=NC2C(=O)NC)F (6R)-6-[3-(5-cyano-2-methoxypyridine-3-sulfonamido)-2,6-difluorophenyl]-N-methyl-5H,6H,7H,8H-imidazo[1,5-a]pyridine-1-carboxamide